2-chloro-5-(cyanomethyl)isonicotinic acid methyl ester COC(C1=CC(=NC=C1CC#N)Cl)=O